2-[(tert-butoxycarbonyl)amino]-5-(2,3-dichloro-6-methoxyphenyl)-5-oxopentanoate C(C)(C)(C)OC(=O)NC(C(=O)[O-])CCC(=O)C1=C(C(=CC=C1OC)Cl)Cl